Cl.C(CCC)=O butan-1-one HCl salt